1-ethyl-5-nitro-1H-pyrrolo[2,3-b]pyridine-2,3-dione C(C)N1C(C(C=2C1=NC=C(C2)[N+](=O)[O-])=O)=O